((R)-2-(2,6-Difluorophenyl)pyrrolidin-1-yl)-3-fluoro-N-((R,E)-4-(methylsulfonyl)but-3-en-2-yl)picolinamide FC1=C(C(=CC=C1)F)[C@@H]1N(CCC1)C1=C(C(=NC=C1)C(=O)N[C@H](C)\C=C\S(=O)(=O)C)F